O[C@H]1[C@H]2[C@@H]3CC[C@H]([C@@H](CCCC(C)C)C)[C@]3(CC[C@@H]2[C@]2(CC[C@@H](CC2=C1)O)C)C 7alpha-hydroxycholesterol